(R)-tert-butyl (1-(2-(1-ethyl-1H-indol-2-yl)-1,6-dimethyl-1H-benzo[d]imidazole-5-carbonyl)piperidin-3-yl)carbamate C(C)N1C(=CC2=CC=CC=C12)C1=NC2=C(N1C)C=C(C(=C2)C(=O)N2C[C@@H](CCC2)NC(OC(C)(C)C)=O)C